N=1NC(C=C2C1C=CC=N2)=O pyrido-pyridazin-3(2H)-one